FC(CCCC)(F)F.[Fe+3] iron(III) trifluoropentane